ClC1=CC2=C(C=N1)C(=NN2C2=NC(=CC(=C2)OCCOC)[C@@]2(COCC2)OC)C (S)-6-Chloro-1-(4-(2-methoxyethoxy)-6-(3-methoxytetrahydrofuran-3-yl)pyridin-2-yl)-3-methyl-1H-pyrazolo[4,3-c]pyridine